(R)-4-(4-fluoro-3-(3-(pyrimidin-2-ylamino)pyrrolidine-1-carbonyl)benzyl)phthalazin-1(2H)-one FC1=C(C=C(CC2=NNC(C3=CC=CC=C23)=O)C=C1)C(=O)N1C[C@@H](CC1)NC1=NC=CC=N1